ClC1=CC(=C(S1)C1=CC=C(C(=N1)C)O[C@@H]1C[C@H](CCC1)C(=O)[O-])COC(N(C)CC)=O (1S,3S)-3-((6-(5-Chloro-3-(((ethyl(methyl)carbamoyl)oxy)methyl)thiophen-2-yl)-2-methyl Pyridin-3-yl)oxy)cyclohexane-1-carboxylate